3-Amino-propionic acid NCCC(=O)O